Tetrahydrofolate C(CC[C@@H](C(=O)O)NC(=O)C1=CC=C(NCC2CNC=3N=C(N)NC(=O)C3N2)C=C1)(=O)[O-]